C(=O)(O)[C@H](O)[C@@H](O)C(=O)O.FC1=C(C(=CC=C1)F)C1=C(C=CC(=N1)C(=O)N)F 6-(2,6-difluorophenyl)-5-fluoropyridinecarboxamide L-tartrate